FC1=C(C=C(C=C1)C1=CC(=CC=C1)OC(F)(F)F)[C@H](CC(=O)OCC)NC(=O)NC=1C(N(C(=CC1O)C)C)=O Ethyl (S)-3-(4-Fluoro-3'-(trifluoromethoxy)biphenyl-3-yl)-3-(3-(4-hydroxy-1,6-dimethyl-2-oxo-1,2-dihydropyridin-3-yl)ureido)propanoat